CC1=NC=C(C=C1NC(=O)C=1N=NN2C1C=CC(=C2)C=2C=CC1=C(C(NCCO1)=O)C2)NC(CN2[C@H](CCC2)C)=O N-[2-methyl-5-[[2-[(2S)-2-methylpyrrolidin-1-yl]acetyl]amino]-3-pyridyl]-6-(5-oxo-3,4-dihydro-2H-1,4-benzoxazepin-7-yl)triazolo[1,5-a]pyridine-3-carboxamide